2-amino-4-hydroxy-6-oxo-1,6-dihydropyridine-3-carboxylic acid methyl ester COC(=O)C1=C(NC(C=C1O)=O)N